FC=1C=C2CCC(CC2=CC1F)OC=1N=NNC1C(=O)O 4-((6,7-difluoro-1,2,3,4-tetrahydronaphthalen-2-yl)oxy)-1H-1,2,3-triazole-5-carboxylic acid